1-Nonyl-2-Methylpyrrolidinium cyanid [C-]#N.C(CCCCCCCC)[NH+]1C(CCC1)C